3-chloro-2-(piperidin-1-yl)aniline ClC=1C(=C(N)C=CC1)N1CCCCC1